L-(-)-1-Methyltryptophan CN1C=C(C2=CC=CC=C21)C[C@@H](C(=O)O)N